(E)-2-(2-chlorobenzylidene)-4,6-dimethoxy-7-(1-methylpiperidin-4-yl)benzofuran-3(2H)-one ClC1=C(\C=C/2\OC3=C(C2=O)C(=CC(=C3C3CCN(CC3)C)OC)OC)C=CC=C1